C(=O)(O)CC1CCCC1 3-carboxymethyl-cyclopentane